tert-butyl 2-{7-bromo-4-chloropyrrolo[3,2-c]pyridazin-5-yl}acetate BrC1=CN(C2=C1N=NC=C2Cl)CC(=O)OC(C)(C)C